3-amino-6-bromo-4-[6,7-difluoro-1-(oxan-2-yl)indazol-4-yl]-1H-1,7-phenanthrolin-2-one NC=1C(NC2=C3C=CC=NC3=C(C=C2C1C1=C2C=NN(C2=C(C(=C1)F)F)C1OCCCC1)Br)=O